1-phenyl-benzene-1,3-diamine C1(=CC=CC=C1)C1(CC(=CC=C1)N)N